ClC1=NN2C(C=C(C(=C2)N2CC(OCC2)C)F)=N1 4-(2-chloro-7-fluoro-[1,2,4]triazolo[1,5-a]pyridin-6-yl)-2-methylmorpholine